CN(C(C)(C)C)C(CCN1CCN(CC1)C)C N-methyl-N-tert-butyl-1-methyl-3-(4-methylpiperazin-1-yl)propylamine